(8-Methoxy-1,3,4,5-tetrahydropyrido[4,3-b]indol-2-yl)-(5-methyl-1H-pyrazol-3-yl)-methanone COC1=CC=2C3=C(NC2C=C1)CCN(C3)C(=O)C3=NNC(=C3)C